C1=CC=C(C(=C1)C(=O)C2=C(C(=C(N2)Cl)Cl)N3C(=C(C(=C3Cl)Cl)Br)C(=O)C4=CC=CC=C4O)O The molecule is a member of the class of pyrroles that is 1'H-1,3'-bipyrrole substituted by a bromo group at position 3, four chloro groups at positions 4, 4', 5 and 5' and two 2-hydroxybenzoyl moieties at positions 2 and 2'. It is isolated from Streptomyces sp.CNQ-418 and exhibits cytotoxic and antibacterial activities. It has a role as an antimicrobial agent, an antibacterial agent, a bacterial metabolite and a marine metabolite. It is an organochlorine compound, a member of phenols, a member of pyrroles, an organobromine compound and an aromatic ketone.